C(C)OC(CC(=O)C1=C(C=CC=C1[N+](=O)[O-])F)=O 3-(2-fluoro-6-nitro-phenyl)-3-oxo-propionic acid ethyl ester